FC1=C(OC2=C(C=C(C=C2)N2C(NCC2=O)=O)C=2C3=C(C(N(C2)C)=O)NC=C3)C=CC(=C1)F 3-(4-(2,4-difluorophenoxy)-3-(6-methyl-7-oxo-6,7-dihydro-1H-pyrrolo[2,3-C]pyridin-4-yl)phenyl)imidazoline-2,4-dione